ClC1=CC=C(C=C1)C1=C(CCC(C1)(C)C)CN1CCN(CC1)CC=1C=C2C(N(C(C2=CC1)=O)N1C(NC(CC1)=O)=O)=O 5-((4-((4'-chloro-5,5-dimethyl-3,4,5,6-tetrahydro-[1,1'-biphenyl]-2-yl)methyl)piperazin-1-yl)methyl)-2-(2,4-dioxotetrahydropyrimidin-1(2H)-yl)isoindoline-1,3-dione